CC=1OC=CC1S 2-methyl-3-mercaptofuran